N=1N(N=CC1)C1=CC=C(C=N1)CN1C(C(N(CC1)C1CCC1)=O)=O 1-((6-(2H-1,2,3-triazol-2-yl)pyridin-3-yl)methyl)-4-cyclobutylpiperazine-2,3-dione